N1=C(C=CC=C1)C=1C=CC(NC1)=O 5-(pyridin-2-yl)pyridin-2(1H)-one